(S)-8-bromo-N-(chroman-4-yl)-4-(dimethyl-amino)quinoline-3-carboxamide BrC=1C=CC=C2C(=C(C=NC12)C(=O)N[C@H]1CCOC2=CC=CC=C12)N(C)C